N(=[N+]=[N-])NCCCC azido-butylamine